Hexadecanoic acid, trimethylsilyl ester C(CCCCCCCCCCCCCCC)(=O)O[Si](C)(C)C